3-(1-oxo-6-(((5-(spiro[3.3]heptan-2-yl)-1,3,4-oxadiazol-2-yl)amino)methyl)-4-(trifluoromethyl)isoindolin-2-yl)piperidine-2,6-dione O=C1N(CC2=C(C=C(C=C12)CNC=1OC(=NN1)C1CC2(C1)CCC2)C(F)(F)F)C2C(NC(CC2)=O)=O